tert-butyl (R)-2-(3-(3-(2-(tert-butoxy)-4,5-dimethoxyphenyl)-1-hydroxypropyl)phenoxy)acetate C(C)(C)(C)OC1=C(C=C(C(=C1)OC)OC)CC[C@@H](O)C=1C=C(OCC(=O)OC(C)(C)C)C=CC1